C(C1=CC=CC=C1)OC1=C(C=C(C(=C1)Br)F)C1(CC1)C#N (2-benzyloxy-4-bromo-5-fluoro-phenyl)cyclopropanecarbonitrile